C[C@H]1[C@@H](C1)C=1C=C(C=C(C1)NC(CC1=CC=CC=C1)=O)NC(=O)[N-]C1=C[N+](=NO1)CC1=NC=CC=C1 ((3-((1R,2R)-2-Methylcyclopropyl)-5-(2-phenylacetamido)phenyl)-carbamoyl)(3-(pyridin-2-ylmethyl)-1,2,3-oxadiazol-3-ium-5-yl)amide